N-(3-bromo-2-chlorophenyl)-3,3-dimethoxypropionamide BrC=1C(=C(C=CC1)NC(CC(OC)OC)=O)Cl